C(C)(=O)O[C@@H]1[C@H](O[C@H]([C@H]([C@H]1OC(C)=O)NC(CN=[N+]=[N-])=O)O)COC(C)=O (2R,3S,4R,5S,6R)-2-(acetoxymethyl)-5-(2-azidoacetamido)-6-hydroxy-tetrahydro-2H-pyran-3,4-diyl diacetate